(piperidin-4-yl)-1H-indole hydrochloride Cl.N1CCC(CC1)N1C=CC2=CC=CC=C12